FC=1C(=C(C=CC1F)CC(=O)O[C@H](C(=O)OC)C(C)C)OC (S)-methyl 2-(2-(3,4-difluoro-2-methoxyphenyl) acetoxy)-3-methylbutanoate